OC(CCCC(=O)OC(C)(C)C)(C)C tert-butyl 5-hydroxy-5-methylhexanoate